5-methyl-3-nitro-1-(tetrahydro-2H-pyran-2-yl)-1H-pyrazole CC1=CC(=NN1C1OCCCC1)[N+](=O)[O-]